3-(4-(3-benzylazetidine-1-carboxamido)phenyl)-5-((2-methoxypyridin-4-yl)amino)-1H-pyrazole-4-carboxamide C(C1=CC=CC=C1)C1CN(C1)C(=O)NC1=CC=C(C=C1)C1=NNC(=C1C(=O)N)NC1=CC(=NC=C1)OC